BrC1=C(C=CC=C1Cl)C1=CC(=CC=C1)C#N 2'-bromo-3'-chloro-[1,1'-biphenyl]-3-carbonitrile